3-(2-ethoxy-4-diethylaminophenyl)-3-(1-octyl-2-methylindol-3-yl)-4-azaphthalide C(C)OC1=C(C=CC(=C1)N(CC)CC)C1(OC(=O)C2=CC=CN=C12)C1=C(N(C2=CC=CC=C12)CCCCCCCC)C